N[C@@H](C(=O)N1CC2=NN(C=C2C1)S(=O)(=O)C1=CC=C(C=C1)OC(F)F)C1=C(C=CC=C1)F (2R)-2-amino-1-{2-[4-(difluoromethoxy)benzenesulfonyl]-2H,4H,5H,6H-pyrrolo[3,4-c]pyrazol-5-yl}-2-(2-fluorophenyl)ethan-1-one